C(C)(C)(C)OC(NC1CC2C(C2C1)(F)F)=O (6,6-difluoro-bicyclo[3.1.0]hex-3-yl)carbamic acid tert-butyl ester